p-phenylen-2,6-benzobisoxazol C1(=CC=C(C=C1)C=1OC=C2C1C=CN=C2)C=2OC=C1C2C=CN=C1